C(\C=C/C(=O)O)(=O)O.FC1=CC=C(C=C1)N1CCN(CC1)CCCC(=O)N 4-(p-fluorophenyl)-1-piperazinebutyramide maleate